O[C@]1([C@H](CCC1)C=1C2=C(N=C(N1)SC)NC(C=C2)=O)C ((1R,2R)-2-hydroxy-2-methylcyclopentyl)-2-(methylthio)pyrido[2,3-d]pyrimidin-7(8H)-one